The molecule is zwitterionic form of D-glutamine arising from transfer of a proton from the carboxy to the amino group; major species at pH 7.3. It is a tautomer of a D-glutamine. C(CC(=O)N)[C@H](C(=O)[O-])[NH3+]